4-((S)-2-((S)-2-(tert-butoxycarbonylamino)-3-methylbutanamido)propanamido)benzoic acid C(C)(C)(C)OC(=O)N[C@H](C(=O)N[C@H](C(=O)NC1=CC=C(C(=O)O)C=C1)C)C(C)C